diethyl 2,6-naphthalenedicarboxylate C1=C(C=CC2=CC(=CC=C12)C(=O)OCC)C(=O)OCC